ClC1=NC=C(C(=C1)C1=C(C=NC(=C1)C)C(=O)NC=1SC2=C(N1)CN(C2)C(C2=CN=C(C(=C2)Cl)OC)=O)OC 2'-Chloro-N-(5-(5-chloro-6-methoxy-nicotinoyl)-5,6-dihydro-4H-pyrrolo[3,4-d]thiazol-2-yl)-5'-methoxy-6-methyl-[4,4'-bipyridine]-3-carboxamide